C1(CCCC1)C(CCC#N)N1N=CC(=C1)C1=C2C(=NC=C1)NC=C2 4-Cyclopentyl-4-[4-(1H-pyrrolo[2,3-b]pyridin-4-yl)-pyrazol-1-yl]-butyronitrile